NC1=NC(=C(C=2N1N=C(N2)CC2=C(C=CC=C2F)F)C=2C=CC(N(C2)C2COC2)=O)C2=CC=C(C=C2)F 5-(5-amino-2-(2,6-difluorobenzyl)-7-(4-fluorophenyl)-[1,2,4]triazolo[1,5-c]pyrimidin-8-yl)-1-(oxetan-3-yl)pyridin-2(1H)-one